NC1=C(N=C2N1C=CC=C2C=2C(=NC(=NC2)OC)OC)C(=O)NCCC 3-Amino-8-(2,4-dimethoxypyrimidin-5-yl)-N-propylimidazo[1,2-a]pyridine-2-carboxamide